[N+](=O)([O-])C1=CC=CC=2NC(NC21)=O 4-nitro-1H-benzo[d]imidazol-2(3H)-one